(3-{[6-(5-chloro-2-fluorophenyl)-4-[(2-cyclopropaneamidopyridin-4-yl)amino]pyridazin-3-yl]oxy}propyl)trimethylazanium chloride [Cl-].ClC=1C=CC(=C(C1)C1=CC(=C(N=N1)OCCC[N+](C)(C)C)NC1=CC(=NC=C1)NC(=O)C1CC1)F